tert-butyl (4S)-5-amino-4-[5-(7-cyano-3,4-dihydro-1H-isoquinoline-2-carbonyl)-4,6-difluoro-1-oxo-isoindolin-2-yl]-5-oxo-pentanoate NC([C@H](CCC(=O)OC(C)(C)C)N1C(C2=CC(=C(C(=C2C1)F)C(=O)N1CC2=CC(=CC=C2CC1)C#N)F)=O)=O